CN1C(CCC1)/C=C/C(=O)NCC1CCC(CC1)CNC(=O)C1=CC=CN2C(NN=C12)=O N-{[(1r,4r)-4-{[(E)-2-(1-methyl-2-pyrrolidinyl)ethenylcarbonylamino]methyl}cyclohexyl]methyl}-3-oxo-2,3-dihydro-1,2,3a-triaza-7-indenecarboxamide